methyl 7-(2-{2-[2-({2-methyl-8-[4-(trifluoro-methyl)phenyl]-2H,8H-pyrazolo[3,4-b]indol-5-yl}formamido)ethoxy]-ethoxy}ethoxy)heptanoate CN1N=C2N(C3=CC=C(C=C3C2=C1)C(=O)NCCOCCOCCOCCCCCCC(=O)OC)C1=CC=C(C=C1)C(F)(F)F